Diethylen glycol monoethyl ether C(C)OCCOCCO